NC1=NC=2C=NC(=CC2C2=C1N(N=C2)C)C(=O)N([C@@H]2COC1=C2C=CC(=C1)C(F)(F)F)C 4-amino-N,3-dimethyl-N-((3S)-6-(trifluoromethyl)-2,3-dihydro-1-benzofuran-3-yl)-3H-pyrazolo[3,4-c][1,7]naphthyridine-8-carboxamide